3,6-Di-hydro-2H-azepin N=1CCC=CCC1